BrC=1C=CC2=C(C(=N[C@H](C=3N2C(=NN3)SCC)CCC(=O)OC)C3=C(C=CC=C3)Cl)C1 methyl (S)-3-(8-bromo-6-(2-chlorophenyl)-1-(ethylthio)-4H-benzo[f][1,2,4]triazolo[4,3-a][1,4]diazepin-4-yl)propionate